C1(CC1)C(CNC=1N=CC2=C(N1)NC=C2C=2C=C1C(=NC2)N=C(N1C(C)C)C)(F)F N-(2-cyclopropyl-2,2-difluoroethyl)-5-(1-isopropyl-2-methyl-1H-imidazo[4,5-b]pyridin-6-yl)-7H-pyrrolo[2,3-d]pyrimidin-2-amine